2-methyl-propane-1-sulfinic acid methyl ester COS(=O)CC(C)C